CC=1C=C(C=CC1C)N1N=CC2=C1N=C1N(CCC3=C1NC1=CC=CC=C31)C2=O 1-(3,4-dimethylphenyl)-6,7-dihydro-1H-pyrazolo[3'',4'':4',5']pyrimido[1',2':1,2]pyrido[3,4-b]indol-4(12H)-one